4-[(3S)-3-isopropylpiperazin-1-yl]-6-oxo-2-(4-pyridinyl)-1H-pyrimidine-5-carbonitrile C(C)(C)[C@H]1CN(CCN1)C=1N=C(NC(C1C#N)=O)C1=CC=NC=C1